CON1C(OC2=C1C=CC(=C2)OC)=O 3,6-dimethoxy-benzooxazolin-2(3H)-one